The molecule is a multi-methyl-branched fatty acyl-CoA(4-) arising from deprotonation of phosphate and diphosphate functions of phytanoyl-CoA. It has a role as a human metabolite. It is a multi-methyl-branched fatty acyl-CoA(4-), a 3-methyl fatty acyl-CoA(4-) and an 11,12-saturated fatty acyl-CoA(4-). It is a conjugate base of a phytanoyl-CoA. CC(C)CCCC(C)CCCC(C)CCCC(C)CC(=O)SCCNC(=O)CCNC(=O)[C@@H](C(C)(C)COP(=O)([O-])OP(=O)([O-])OC[C@@H]1[C@H]([C@H]([C@@H](O1)N2C=NC3=C(N=CN=C32)N)O)OP(=O)([O-])[O-])O